2-chloro-5-methoxyphenylthiophenol ClC1=C(C=C(C=C1)OC)C1=C(C=CC=C1)S